NC1=C(C(=O)NC23CCC(CC2)(CC3)O)C=C(C=N1)C1=CC=C(C=C1)C13CN(CC3C1)C1CCOCC1 2-amino-N-(4-hydroxybicyclo[2.2.2]octan-1-yl)-5-(4-(3-(tetrahydro-2H-pyran-4-yl)-3-azabicyclo[3.1.0]hexan-1-yl)phenyl)nicotinamide